2-fluoro-N-(2-fluoro-4-methyl-5-(4,4,5,5-tetramethyl-1,3,2-dioxaborolan-2-yl)phenyl)-6-(1-methylcyclopropyl)isonicotinamide FC=1C=C(C(=O)NC2=C(C=C(C(=C2)B2OC(C(O2)(C)C)(C)C)C)F)C=C(N1)C1(CC1)C